4-[[(1R)-1-(3,6-Dimethyl-4-oxo-2-phenyl-chromen-8-yl)ethyl]amino]-6-meth-yl-2-oxo-1H-pyridine-3-carboxamide CC1=C(OC2=C(C=C(C=C2C1=O)C)[C@@H](C)NC1=C(C(NC(=C1)C)=O)C(=O)N)C1=CC=CC=C1